(S)-N-(2-((1-methylpyrrolidin-2-yl)methoxy)-5-(4-(4-((6-(trifluoromethyl)pyridazin-3-yl)oxy)phenyl)piperidine-1-carbonyl)phenyl)-1-phenylmethanesulfonamide CN1[C@@H](CCC1)COC1=C(C=C(C=C1)C(=O)N1CCC(CC1)C1=CC=C(C=C1)OC=1N=NC(=CC1)C(F)(F)F)NS(=O)(=O)CC1=CC=CC=C1